Ethanesulfonic acid Monohydrate O.C(C)S(=O)(=O)O